BrC1=CC(=C(C=C1OC)\C=N\O)Cl (E)-N-[(4-bromo-2-chloro-5-methoxyphenyl)methylene]Hydroxylamine